C(C)(C)(C)OC(=O)N1[C@@H](C[C@@H](C1)NC1=NC(=CC=C1)C=1C2=CN(N=C2C=CC1)CCCNC)C(=O)O (2S,4S)-1-tert-butoxycarbonyl-4-[[6-[2-[3-(methylamino)propyl]indazol-4-yl]-2-pyridyl]amino]pyrrolidine-2-carboxylic acid